ClC1=C2C=3C(=NC(=NC3C=C1C=1C(=CC=C3C=NN(C13)C)F)OC[C@]13CCCN3C[C@@H](C1)F)N(CCO2)C 8-chloro-9-(6-fluoro-1-methyl-1H-indazol-7-yl)-2-(((2R,7aS)-2-fluorotetrahydro-1H-pyrrolizin-7a(5H)-yl)methoxy)-4-methyl-5,6-dihydro-4H-[1,4]oxazepino[5,6,7-de]quinazoline